Cl.CC1=NC(=NO1)CO[C@@H]1C[C@@H](NCC1)C 5-methyl-3-[[(2S,4S)-2-methyl-4-piperidinyl]oxymethyl]-1,2,4-oxadiazole hydrochloride